2-oxoethyl 2-(2-aminoethoxy)acetate NCCOCC(=O)OCC=O